ClC=1C(=C(C(=O)O[C@@H]2[C@H]([C@@H]3OC(OC[C@H]3O[C@@H]2OCC2=CC=CC=C2)C2=CC=CC=C2)O)C(=CC1)Cl)OC (4aR,6S,7R,8S,8aS)-6-(benzyloxy)-8-hydroxy-2-phenylhexahydropyrano[3,2-d][1,3]dioxin-7-yl 3,6-dichloro-2-methoxybenzoate